5-(difluoromethoxy)-7-oxido-thieno[2,3-b]pyridin-7-ium FC(OC=1C=C2C(=[N+](C1)[O-])SC=C2)F